C1CC12NCCC(C2)N2C(C1=C(C=C(C=C1C=C2)C=2C=C(C=1N(C2)C=C(N1)C)F)F)=O 2-{4-azaspiro[2.5]octan-7-yl}-8-fluoro-6-{8-fluoro-2-methylimidazo[1,2-a]pyridin-6-yl}isoquinolin-1-one